[(1R,3S)-3-[1-tert-butyl-5-[[2-[9-[1-(2,6-dioxo-3-piperidyl)-3-methyl-2-oxo-benzimidazol-5-yl]non-8-ynyl]pyrazole-3-carbonyl]amino]pyrazol-3-yl]cyclopentyl]N-isopropylcarbamate C(C)(C)(C)N1N=C(C=C1NC(=O)C=1N(N=CC1)CCCCCCCC#CC1=CC2=C(N(C(N2C)=O)C2C(NC(CC2)=O)=O)C=C1)[C@@H]1C[C@@H](CC1)OC(NC(C)C)=O